FC(C(=O)O)(F)F.ClC=1C=CC(=C(CNC(=O)C2NCC2)C1)N1N=NN=C1 N-(5-chloro-2-(1H-tetrazol-1-yl)benzyl)azetidine-2-carboxamide trifluoroacetate